chloro-1,3,4-oxadiazine ClC1OC=CN=N1